C(C)(C)(C)OC(C1=C(C=CC=C1F)OC)=O 6-fluoro-2-methoxybenzoic acid tert-butyl ester